NC1(CCC1)CNC1=NC(=C2C(=N1)N(N=C2)C([2H])([2H])[2H])NC2=CC=C(C=C2)C(F)(F)F N6-[(1-aminocyclobutyl)methyl]-1-(trideuteriomethyl)-N4-[4-(trifluoromethyl)phenyl]pyrazolo[3,4-d]pyrimidine-4,6-diamine